5-ethynyl-N-[(1S,2S)-2-hydroxycyclohexyl]-6-methylpyridine-3-carboxamide C(#C)C=1C=C(C=NC1C)C(=O)N[C@@H]1[C@H](CCCC1)O